C(#C)C=1C(=CC=C2C=C(C=C(C12)C1=C(C=2N=C(N=C(C2C=N1)N1CC(CCCC1)NC(C=C)=O)OCC12CCCN2CCC1)F)C(C)(C)O)F N-(1-(7-(8-ethynyl-7-fluoro-3-(2-hydroxypropan-2-yl)naphthalen-1-yl)-8-fluoro-2-((tetrahydro-1H-pyrrolizin-7a(5H)-yl)methoxy)pyrido[4,3-d]pyrimidin-4-yl)azepan-3-yl)acrylamide